2-(di-tert-butylphosphino)-2',4',6-triisopropyl-3,6-dimethoxy-1,1'-biphenyl C(C)(C)(C)P(C1=C(C(CC=C1OC)(OC)C(C)C)C1=C(C=C(C=C1)C(C)C)C(C)C)C(C)(C)C